tert-butyl [3-{[(6-chloro-1H-imidazo[4,5-c]pyridin-2-yl)amino]methyl}-2-(2-chlorophenyl)pyridin-4-yl]carbamate ClC1=CC2=C(C=N1)N=C(N2)NCC=2C(=NC=CC2NC(OC(C)(C)C)=O)C2=C(C=CC=C2)Cl